6-((3-(8-(((3S,4R)-3-fluoro-1-methylpiperidin-4-yl)amino)-3-((trifluoromethyl)thio)imidazo[1,2-a]pyridin-2-yl)prop-2-yn-1-yl)amino)-5-methoxy-N-methylpyrazine-2-carboxamide F[C@H]1CN(CC[C@H]1NC=1C=2N(C=CC1)C(=C(N2)C#CCNC2=C(N=CC(=N2)C(=O)NC)OC)SC(F)(F)F)C